C1(CC1)C=1C(=C2C(=NC1C(F)(F)F)CCC2)NC(=O)N=[S@@](=O)(N)C=2SC(=CC2F)C(C)(C)O |o1:20| (S) or (R)-N'-((3-cyclopropyl-2-(trifluoromethyl)-6,7-dihydro-5H-cyclopenta[b]pyridin-4-yl)carbamoyl)-3-fluoro-5-(2-hydroxypropan-2-yl)thiophene-2-sulfonimidamide